ClC(COC(=O)N[C@@H](CO)C(=O)O)(Cl)Cl N-(2,2,2-trichloroethoxycarbonyl)serine